4,6-dichloro-5-(4,4-difluoropiperidin-1-yl)-1H-benzo[d]imidazol ClC1=C(C(=CC=2NC=NC21)Cl)N2CCC(CC2)(F)F